BrC1=CC=C(C=C1)S(=O)(=O)N1N=NC(=C1)CN1C[C@@H](N(C[C@@H]1C)C1=C(C(N(C2=CC=CC=C12)C)=O)C#N)C 4-((2s,5s)-4-((1-((4-bromophenyl)sulfonyl)-1H-1,2,3-triazol-4-yl)methyl)-2,5-dimethylpiperazin-1-yl)-1-methyl-2-oxo-1,2-dihydroquinoline-3-carbonitrile